tert-butyl 6-((N-(tert-butoxycarbonyl) sulfamoyl) (cyclohexylmethyl) amino)-2-azaspiro[3.3]heptane-2-carboxylate C(C)(C)(C)OC(=O)NS(=O)(=O)N(C1CC2(CN(C2)C(=O)OC(C)(C)C)C1)CC1CCCCC1